5-((3-(8-bromo-3-(2,2,2-trifluoroethyl)indolizin-2-yl)prop-2-yn-1-yl)amino)-6-(methoxy-d3)-N-((2,2,2-trifluoroethyl)sulfonyl)pyridine-2-carboxamide BrC1=CC=CN2C(=C(C=C12)C#CCNC=1C=CC(=NC1OC([2H])([2H])[2H])C(=O)NS(=O)(=O)CC(F)(F)F)CC(F)(F)F